C1(CC1)C1=C(C(=NN1C=1N(N=C(C1)C)C)OCCCO)[N+](=O)[O-] 3-((5-cyclopropyl-2',5'-dimethyl-4-nitro-2'H-[1,3'-bipyrazol]-3-yl)oxy)propan-1-ol